5-[[2-(2-cyclopentyl-1-piperidyl)-2-oxo-acetyl]amino]-2-methoxy-pyridine-3-carboxamide C1(CCCC1)C1N(CCCC1)C(C(=O)NC=1C=C(C(=NC1)OC)C(=O)N)=O